BrC1=CC=C(C(=C1[C@H]1C[C@H](C=2N1C1=C(N2)C=CC(=C1)OC)N)Cl)F (1R,3R)-1-(6-bromo-2-chloro-3-fluorophenyl)-7-methoxy-2,3-dihydro-1H-benzo[d]pyrrolo[1,2-a]imidazol-3-amine